4-[(2,6-difluoro-benzyl)amino]-2-[(1-ethyl-1H-pyrazol-4-yl)amino]pyrimidin-5-carboxamide FC1=C(CNC2=NC(=NC=C2C(=O)N)NC=2C=NN(C2)CC)C(=CC=C1)F